(S,Z)-7-(8-ethyl-7-fluoro-3-(methoxymethoxy)naphthalen-1-yl)-2-((2-(fluoromethylene)tetrahydro-1H-pyrrolizin-7a(5H)-yl)methoxy)-5,6,7,8-tetrahydropyrido[3,4-d]pyrimidin-4-ol C(C)C=1C(=CC=C2C=C(C=C(C12)N1CC=2N=C(N=C(C2CC1)O)OC[C@]12CCCN2C\C(\C1)=C/F)OCOC)F